BrCC[Si](C)(C)C(C)(C)C 2-bromoethyl-tert-butyl-dimethyl-silicon